C1(CC1)[C@H](C(C)(C)O)N1C(C2=C(C=CC=C2C1)C=CC1=C2C(=NC=C1C)OCO2)=O |o1:3| (R or S)-2-(1-cyclopropyl-2-hydroxy-2-methylpropyl)-7-(2-(6-methyl-[1,3]dioxolo[4,5-b]pyridin-7-yl)vinyl)isoindolin-1-one